C(C(C)(C)C)(=O)ON1CCN(CC1)C1=CC=C(C=C1)B1OC(C(O1)(C)C)(C)C 4-(4-(4,4,5,5-tetramethyl-1,3,2-dioxaborolan-2-yl)phenyl)piperazin-1-yl pivalate